BrC=1C=C(C=C(C1)NCCN)NC(=O)NC1=C(C=CC=C1)CCO 1-[3-bromo-5-(2-aminoethylamino)phenyl]-3-[2-(2-hydroxyethyl)phenyl]urea